C(C1=CC=CC=C1)N1CCC(=CC1)C=1C=C2CN(C(C2=CC1)=O)C1C(NC(CC1)=O)=O 3-(5-(1-benzyl-1,2,3,6-tetra-hydropyridin-4-yl)-1-oxo-isoindolin-2-yl)piperidine-2,6-dione